COC1=C(C(=O)NC=2C=CC3=C(N(C(=N3)C=3C=NC=CC3)C)C2)C=CC=C1 2-methoxy-N-(1-methyl-2-(pyridin-3-yl)-1H-benzo[d]imidazol-6-yl)benzamide